6-cyclopropyl-N-[3-(methylamino)propyl]-1-(propan-2-yl)-1H-pyrazolo[3,4-b]pyridine-4-carboxamide C1(CC1)C=1C=C(C2=C(N1)N(N=C2)C(C)C)C(=O)NCCCNC